(R)-3-bromo-5-(1,5-dimethyl-1,5,6,7-tetrahydropyrazolo[4,3-b][1,4]oxazine-7-carbonyl)-2-hydroxybenzonitrile BrC=1C(=C(C#N)C=C(C1)C(=O)N1C2=C(O[C@@H](C1)C)C=NN2C)O